(2-(5-methylfuran-2-yl)ethyl)benzamide CC1=CC=C(O1)CCC1=C(C(=O)N)C=CC=C1